N(=C=S)C=1C=C(C(=CC1)C=CC=1C(=CC(=CC1)N=C=S)S(=O)(=O)O)S(=O)(=O)O 4,4'-diisothiocyanato-stilbene-2,2'-disulfonic acid